C(C)OC(C1=C(C(=CC(=C1)N)C)C=1C=NN(C1)C1CCC1)=O 5-amino-2-(1-cyclobutyl-1H-pyrazol-4-yl)-3-methylbenzoic acid ethyl ester